N-(4-methylpentyl)pentane-1,3-diamine CC(CCCNCCC(CC)N)C